C1(=CC(C(C=C1)(C(=O)O)C(=O)O)(C(=O)O)C(=O)O)C1=CC=CC=C1 3,3,4,4-biphenyltetracarboxylic acid